C(C)NC1=NC=C(C=N1)C1=CC(N(C=C1C=1C=NN(C1)C(C)C1=CC=CC=C1)C)=O 4-(2-(ethylamino)pyrimidin-5-yl)-1-methyl-5-(1-(1-phenylethyl)-1H-pyrazol-4-yl)pyridin-2(1H)-one